CC1=NC=CC(=N1)NC1CCC(CC1)OC1=C2C=CC=NC2=CC(=N1)N1CCOCC1 2-methyl-N-((1s,4s)-4-((7-morpholino-1,6-naphthyridin-5-yl)oxy)cyclohexyl)pyrimidin-4-amine